CCCCC/C=C\C/C=C\CCCCCCCCCCCCOC[C@H](COP(=O)([O-])OCC[N+](C)(C)C)OC(=O)CCCCCCCCCCC/C=C\C/C=C\CCCCC 1-(13Z,16Z-docosenyl)-2-(13Z,16Z-docosadienoyl)-sn-glycero-3-phosphocholine